Iron(III) porphyrin C12=CC=C(N1)C=C1C=CC(=N1)C=C1C=CC(N1)=CC=1C=CC(N1)=C2.[Fe+3]